ClC1=CC2=C(C(=N1)OC1CC1)C(N[C@H]2CCC(C)C)=O (S)-6-chloro-4-cyclopropyloxy-2-isopropylethyl-1,2-dihydro-3H-pyrrolo[3,4-c]pyridin-3-one